C(CC)OC(O)=O.OC1=CC=C(C=C1)C(C)(C)C1=CC=C(C=C1)O bisphenol A monopropyl-carbonate